4-(5,7-Dimethyl-1-phenyl-3,4-dihydro-1H-isoquinolin-2-yl)-N-(4-methoxyphenyl)-4-oxobutyric acid amide CC1=C2CCN(C(C2=CC(=C1)C)C1=CC=CC=C1)C(CCC(=O)NC1=CC=C(C=C1)OC)=O